C(CCCC=CCC=CCC=CCC=CCCC)(=O)O 5,8,11,14-octadecatetraenoic acid